FC1=CN=C2NC=3C=C(C=C(O[C@@H](CCOC4=C(C1=N2)C=CC(=C4)F)C)C3)CS(=O)(=N)C |o1:12| (4R*)-15,19-Difluoro-4-methyl-8-[(S-methylsulfonimidoyl)methyl]-3,4-dihydro-2H,11H-12,16-(azeno)-10,6-(metheno)-1,5,11,13-benzodioxadiazacyclooctadecine